trans-2-undecenol C(\C=C\CCCCCCCC)O